4-chloro-1-(phenylsulfonyl)-1H-pyrrolo[2,3-b]pyridin-5-carbonitrile ClC1=C2C(=NC=C1C#N)N(C=C2)S(=O)(=O)C2=CC=CC=C2